C[C@H]1[C@](C(NC1)=O)(C#N)C1COC1 (3R,4S)-4-methyl-3-(oxetan-3-yl)-2-oxopyrrolidine-3-carbonitrile